N-Cyclopropyl-2-(4-(trifluoromethyl)phenyl)oxazole-4-carboxamide C1(CC1)NC(=O)C=1N=C(OC1)C1=CC=C(C=C1)C(F)(F)F